C(C)(=O)O.C(=O)C1=C(C=CC=C1)OB(O)O formylphenyl-boric acid acetate